C(C)(C)(C)OC(NC[C@H]1CN(CCC1)C1=NC=CC(=N1)NC1=NNC(=C1)C1CC1)=O N-[[(3S)-1-[4-[(5-cyclopropyl-1H-pyrazol-3-yl)amino]pyrimidin-2-yl]-3-piperidinyl]methyl]carbamic acid tert-butyl ester